5-{2-[(1Z)-1-{[4-(3-bromophenoxy)phenyl]methylene}-2-methyl-1H-inden-3-yl]ethyl}-1H-1,2,3,4-tetrazole BrC=1C=C(OC2=CC=C(C=C2)\C=C/2\C(=C(C3=CC=CC=C23)CCC2=NN=NN2)C)C=CC1